CSC=1NC(=C(N1)C=1C=C(C=CC1)NC(C1=C(C=CC=C1)CN1C(C2=CC=CC=C2C1)=O)=O)C1=CC(=NC=C1)NC1=CC=CC=C1 N-(3-(2-(methylthio)-5-(2-(phenylamino)pyridin-4-yl)-1H-imidazol-4-yl)phenyl)-2-((1-oxoisoindolin-2-yl)methyl)benzamide